5-methoxy-2-methyl-3-phenyl-2,3-dihydro-1H-benzo[e]indazol-1-one COC=1C2=C(C=3C(N(N(C3C1)C1=CC=CC=C1)C)=O)C=CC=C2